COC1CCN(CC1)C=1C(=NC=CC1)N (4-methoxypiperidin-1-yl)pyridin-2-amine